(+-)-5-benzyl-N-(1-methyl-2-oxo-8-((4-(pyridin-4-yl)piperazin-1-yl)methyl)-2,3,4,5-tetrahydro-1H-benzo[b]azepin-3-yl)-1H-1,2,4-triazole-3-carboxamide C(C1=CC=CC=C1)C1=NC(=NN1)C(=O)N[C@@H]1CCC2=C(N(C1=O)C)C=C(C=C2)CN2CCN(CC2)C2=CC=NC=C2 |r|